5-(3-chloro-2-(1-methyl-1H-pyrazol-4-yl)phenyl)-3-methylenepyrrolidin-2-one ClC=1C(=C(C=CC1)C1CC(C(N1)=O)=C)C=1C=NN(C1)C